CS(=O)(=O)C=1C=C(C=CC1)N1N=C2C=C(C=CC2=C1)NC(OC(C)(C)C)=O tert-Butyl {2-[3-(methanesulfonyl)phenyl]-2H-indazol-6-yl}carbamate